1-(3-chloro-2-fluorobenzyl)-4-((4-ethyl-5-methyl-6-((5-methyl-1H-pyrazol-3-yl)amino)pyridin-2-yl)methyl)piperidine-4-carboxylic acid ClC=1C(=C(CN2CCC(CC2)(C(=O)O)CC2=NC(=C(C(=C2)CC)C)NC2=NNC(=C2)C)C=CC1)F